FC1=C(C=C(C=C1)F)[C@H](C(F)F)N (R)-1-(2,5-difluorophenyl)-2,2-difluoroethylamine